N[C@@H](C(=O)N1CCN(CC1)CC1=C(C=CC=C1F)OCC)C1CCN(CC1)CCC1=C(C=CC(=C1)Cl)C1=C(C=C(C=C1)F)O (R)-2-amino-2-(1-(2-(4-chloro-4'-fluoro-2'-hydroxy-[1,1'-biphenyl]-2-yl)ethyl)piperidin-4-yl)-1-(4-(2-ethoxy-6-fluorobenzyl)piperazin-1-yl)ethan-1-one